C=1N=CN2C1C1=CC=CC=C1C2C2C(C=1N(CC2)N=CC1C)O 5-(5H-imidazo[5,1-a]isoindol-5-yl)-3-methyl-4,5,6,7-tetrahydropyrazolo[1,5-a]pyridin-4-ol